FC1=C(CNC(=O)N2[C@@H](CN(CC2)C2=C(C=NC=C2)F)C)C=C(C=C1)OC (R)-N-(2-Fluoro-5-methoxybenzyl)-4-(3-fluoropyridin-4-yl)-2-methylpiperazine-1-carboxamide